ClC1=C(C(=O)NC2=C(C=C(C(=C2)C=2C=NC(=CC2)OCC2CC2)F)N2C[C@H](N([C@H](C2)C)C)C)C=CC(=C1)F 2-chloro-N-[5-[6-(cyclopropylmethoxy)pyridin-3-yl]-4-fluoro-2-[(3R,5S)-3,4,5-trimethylpiperazin-1-yl]phenyl]-4-fluorobenzamide